N-(1-(methoxymethyl)-3-(((2R,3S)-2-methyloxetan-3-yl)oxy)-1H-pyrazol-4-yl)formamide COCN1N=C(C(=C1)NC=O)O[C@@H]1[C@H](OC1)C